3,4-dimethyl-8-[(3R)-3-[[2-(trifluoromethyl)-4-pyridinyl]oxy]pyrrolidin-1-yl]pyrimido[4',5':4,5]thieno[2,3-c]pyridazine CC1=C(C2=C(N=N1)SC1=C2N=CN=C1N1C[C@@H](CC1)OC1=CC(=NC=C1)C(F)(F)F)C